N(N)C(=O)OCCC(NC1=CC=C(C=C1)C=1N=NN(N1)C1=CC=CC=C1)=O 2-((4-(2-phenyl-2H-tetrazol-5-yl)phenyl)carbamoyl)ethyl hydrazincarboxylate